6-[8-(1,3-benzothiazol-2-ylcarbamoyl)-3,4-dihydroisoquinolin-2(1H)-yl]-3-{1-[(1-phenylcyclohexyl)methyl]-1H-pyrazol-4-yl}pyridine-2-carboxylic acid S1C(=NC2=C1C=CC=C2)NC(=O)C=2C=CC=C1CCN(CC21)C2=CC=C(C(=N2)C(=O)O)C=2C=NN(C2)CC2(CCCCC2)C2=CC=CC=C2